[Cl-].FC1=CC=C(C=C1)C1=CC(=CC=C1O[C@@H]1C[NH2+]CC1)C(=O)N1[C@H](CN(CC1)C(=O)[N+]1(CCNCC1)C1=CC=CC=C1)CC(C)C.[Cl-] (S)-4-(4'-fluoro-6-(((S)-pyrrolidin-1-ium-3-yl)oxy)-[1,1'-biphenyl]-3-carbonyl)-3-isobutylpiperazine-1-carbonylphenylpiperazin-1-ium chloride